ClC=1C=CC=C2C(C=C(OC12)C1=C(C=C(C=C1)C(F)(F)F)OC)=O 8-chloro-2-[2-methoxy-4-(trifluoromethyl)phenyl]chromen-4-one